(S)-N-(1H-indazol-6-yl)-N-methyl-3-(6-methyl-4-(trifluoromethyl)pyridin-2-yl)-2-oxooxazolidine-4-carboxamide N1N=CC2=CC=C(C=C12)N(C(=O)[C@H]1N(C(OC1)=O)C1=NC(=CC(=C1)C(F)(F)F)C)C